ClCC(=O)NC1=CC(=C(C=C1)C)S(NCCC1=NC=CC=C1)(=O)=O 2-chloro-N-[4-methyl-3-[2-(2-pyridyl)ethylsulfamoyl]phenyl]acetamide